3-benzyl-1-(3,4-dichlorophenyl)-4,5-dihydro-1,2,4-triazin-6(1H)-one C(C1=CC=CC=C1)C1=NN(C(CN1)=O)C1=CC(=C(C=C1)Cl)Cl